C(=O)(O)[C@H](CC(=O)C1=CC2=C(S1)C=C(C(=C2)OCCCOC=2C=C1CN(CC1=CC2C)C(C[C@@H](C(=O)O)C)=O)OC)C (S)-4-(5-(3-((2-((S)-3-carboxybutanoyl)-6-methoxybenzo[b]thiophen-5-yl)oxy)propoxy)-6-methylisoindolin-2-yl)-2-methyl-4-oxobutanoic acid